N1=C(C=CC=C1)B1OC(C)(C)C(C)(C)O1 2-pyridylboronic acid pinacol ester